OCCCCCCCCCCCC1=C(C=C(C=C1)C=1C=CC(NN1)=O)C(F)(F)F 6-(4-(11-hydroxyundecyl)-3-(trifluoromethyl)phenyl)pyridazine-3(2H)-one